FC=1C(=C(C=CC1F)[C@H]1[C@@H](O[C@]([C@H]1C)(C(F)(F)F)C)C(=O)NC1=C(C(=NC=C1)C(=O)N)C)OC 4-((2R,3S,4S,5R)-3-(3,4-difluoro-2-methoxyphenyl)-4,5-dimethyl-5-(trifluoromethyl)tetrahydrofuran-2-carboxamido)-3-methylpicolinamide